N-cyclopropyl-N-methyl-7-morpholino-5-(3-(m-tolyl)-1H-pyrazol-1-yl)pyrazolo[1,5-a]pyrimidine-2-carboxamide C1(CC1)N(C(=O)C1=NN2C(N=C(C=C2N2CCOCC2)N2N=C(C=C2)C=2C=C(C=CC2)C)=C1)C